F/C=C(\CNC(OC(C)(C)C)=O)/COC=1C=NC=2C(NCCC2C1)=O (E)-tert-butyl (3-fluoro-2-(((8-oxo-5,6,7,8-tetrahydro-1,7-naphthyridine-3-yl)oxy)methyl)allyl)carbamate